N12C3(C(CCC1)O3)O2 bis-epoxypiperidine